C(C)(C)(C)[Si](O[C@H]1C[C@H](C1)CO)(C1=CC=CC=C1)C1=CC=CC=C1 (cis-3-((tert-butyl-(diphenyl)silyl)oxy)cyclobutyl)methanol